1,3-dichloro-6,7-dihydro-5H-cyclopenta[c]pyridine-4-carbonitrile ClC1=NC(=C(C2=C1CCC2)C#N)Cl